4-Sulfo-Benzoic Acid S(=O)(=O)(O)C1=CC=C(C(=O)O)C=C1